O=C1NC2=C(N1)C=CC=C2 oxo-2,3-dihydro-1H-benzimidazol